N-[5-(2,6-difluoro-4-methoxyphenyl)-1-methyl-3-oxo-2-phenyl-2,3-dihydro-1H-pyrazol-4-yl]-4-(trifluoromethoxy)benzamide FC1=C(C(=CC(=C1)OC)F)C1=C(C(N(N1C)C1=CC=CC=C1)=O)NC(C1=CC=C(C=C1)OC(F)(F)F)=O